(3S,4R)-4-((6-fluoro-7-(5-((S)-1,1,1-trifluoropropan-2-yl)pyridin-2-yl)pyrrolo[2,1-f][1,2,4]triazin-2-yl)amino)tetrahydro-2H-pyran-3-ol FC=1C=C2C=NC(=NN2C1C1=NC=C(C=C1)[C@@H](C(F)(F)F)C)N[C@H]1[C@@H](COCC1)O